CC1=NC2=CC3=C(C=C2C(=N1)NC(C)C1=CC(=CC=C1)C(F)(F)F)N(C(C(O3)(C)C)=O)C 2,6,8,8-tetramethyl-4-((1-(3-(trifluoromethyl)phenyl)ethyl)amino)-6H-[1,4]oxazino[3,2-g]quinazolin-7(8H)-one